COC=1C=C(C(=O)NC=2SC=C(C2C(=O)O)C2CC3=CC=CC=C3CC2)C=CC1NCC1CCOCC1 2-[[3-methoxy-4-(tetrahydropyran-4-ylmethylamino)benzoyl]amino]-4-tetrahydronaphthalen-2-yl-thiophene-3-carboxylic acid